C(C)(C)(C)C=1C=C(C=C(C1O)C)CCC(=O)O.C(C)(C)(C)C=1C=C(C=C(C1O)C)CCC(=O)O.C(COC=C)OC=C Ethylene bis(oxyethylene) bis[β-(3-tert-butyl-4-hydroxy-5-methylphenyl)propionate]